C(C)C(CO[N+]1=CC=C(C=C1)C1=CC=CC=C1)CCCC 1-(2-ethylhexyloxy)-4-phenylpyridinium